OC(CCCCCCCCCCCCCC(=O)O)CCC(CCCCCC)O 15,18-Dihydroxytetracosanoic acid